CC(=O)NCCCNCCCCN 1-N-Acetylspermidine